OC(=O)C(F)(F)F.C(C1=CC=CC=C1)N(CCCN1C2CC(CC1CC2)C=2C=C(C(=O)N)C=CC2)C([C@H](CO)O)=O 3-endo-(8-{3-[benzyl-((S)-2,3-dihydroxypropionyl)amino]propyl}-8-azabicyclo[3.2.1]oct-3-yl)-benzamide TFA salt